CC1=C(C(=CC=C1)C)C(C(=O)N)C 2,6-dimethylphenylpropionamide